[Li].CC1(NC(CCC1)(C)C)C 2,2,6,6-tetramethylpiperidine lithium salt